C(C)(C)(C)C=1C=C(C=C(C1O)C(C)(C)C)CCC(=O)Cl 3,5-di-tert-butyl-4-hydroxyphenylpropionyl chloride